(R)-N-((R)-1-(3-(4,4-difluoropiperidin-1-yl)-7-fluoro-2-methylquinoxalin-5-yl)ethyl)-2-methylpropane-2-sulfinamide FC1(CCN(CC1)C=1C(=NC2=CC(=CC(=C2N1)[C@@H](C)N[S@](=O)C(C)(C)C)F)C)F